1-(2-(dimethylamino)ethyl)-3-((6Z,9Z,28Z,31Z)-heptatriaconta-6,9,28,31-tetraen-19-yl)-1-methylthiourea CN(CCN(C(=S)NC(CCCCCCCC\C=C/C\C=C/CCCCC)CCCCCCCC\C=C/C\C=C/CCCCC)C)C